4-(2-butyl-benzofuran-3-carbonyl)benzamide C(CCC)C=1OC2=C(C1C(=O)C1=CC=C(C(=O)N)C=C1)C=CC=C2